C(C)(C)(C)OC(=O)N1CC2=C(C(=CC=C2CC1)O)Cl 8-chloro-7-hydroxy-3,4-dihydroisoquinoline-2(1H)-carboxylic acid tert-butyl ester